C1N(C[C@@H]2[C@H]1CNC2)C(=O)OC(C)(C)C (3aR,6aS)-tert-butyl hexahydropyrrolo[3,4-c]pyrrole-2(1H)-carboxylate